NC=1C=C(C=C2C=C(N=CC12)NC(=O)[C@H]1[C@@H](C1)C#N)C1=C(C=C(C(=O)NCC(F)(F)F)C=C1)C |r| (±)-4-[8-amino-3-[[(trans)-2-cyanocyclopropanecarbonyl]amino]-6-isoquinolyl]-3-methyl-N-(2,2,2-trifluoroethyl)benzamide